ethyl 1-{3-[difluoro(phenyl)methoxy]pyridin-2-yl}-1H-pyrazole-4-carboxylate FC(OC=1C(=NC=CC1)N1N=CC(=C1)C(=O)OCC)(C1=CC=CC=C1)F